CS(=O)(=O)[O-].C(CCCCCC)[NH+]1C(CCC1)C 1-Heptyl-2-Methylpyrrolidinium methansulfonat